Tert-Butyl 3-{[(chloromethoxy)carbonyl]oxy}-2,2-dimethylpropyl (2E)-but-2-enedioate C(\C=C\C(=O)OCC(COC(=O)OCCl)(C)C)(=O)OC(C)(C)C